2-methyl-6-chloro-9-acryloyloxy-10-acetoxy-1,4-dihydro-1,4-methanoanthracene CC=1C2C3=C(C4=CC=C(C=C4C(=C3C(C1)C2)OC(C)=O)Cl)OC(C=C)=O